ClC=1C(=C(C=CC1)NC(=S)C=1C(NCCC1NCC1=C(C=NC=C1)OCC1COC1)=O)OC(F)F N-[3-chloro-2-(difluoromethoxy)phenyl]-4-[({3-[(oxetan-3-yl)methoxy]pyridin-4-yl}methyl)amino]-2-oxo-1,2,5,6-tetrahydropyridine-3-carbothioamide